COC1=C(C=CC(=N1)C1=NN=C2N1CCN(C2)C(=O)OC(C)(C)C)NC(=O)C=2C(=NOC2C)C2=CC=CC=C2 tert-butyl 3-(6-methoxy-5-(5-methyl-3-phenylisoxazole-4-carboxamido)pyridin-2-yl)-5,6-dihydro[1,2,4]triazolo[4,3-a]pyrazine-7(8H)-carboxylate